tert-Butyl-2,7-diazaspiro[4.4]nonane-2-carboxylate C(C)(C)(C)OC(=O)N1CC2(CC1)CNCC2